COC(=O)C=1C(=NN2C1N=C(C=C2C(F)F)C2=CC(=C(C=C2)C)C)C 7-difluoromethyl-5-(3,4-dimethylphenyl)-2-methylpyrazolo[1,5-a]pyrimidine-3-carboxylic acid methyl ester